CC=1C=CC=2N(C3=CC=C(C=C3C2C1)C)C1=CC=C(C=C1)C=1C(=C(C(=C(C1N1C=2C(C=3C=CC=CC13)=NCCC2)N2C=1C(C=3C=CC=CC23)=NCCC1)C1=NC(=NC(=N1)C1=CC=CC=C1)C1=CC=CC=C1)N1C=2C(C=3C=CC=CC13)=NCCC2)C#N 4'-(3,6-dimethyl-9H-carbazol-9-yl)-4-(4,6-diphenyl-1,3,5-triazin-2-yl)-3,5,6-tris(3H-pyrido[3,2-b]indol-5-yl)-[1,1'-biphenyl]-2-carbonitrile